Adenine MonoPhosphate P(=O)(O)(O)O.N1=CN=C2N=CNC2=C1N